phenyl-2,4,6-trimethylbenzoyl phosphate lithium salt [Li+].P(=O)(OC(C1=C(C(=C(C=C1C)C)C1=CC=CC=C1)C)=O)([O-])[O-].[Li+]